tert-butyl-dimethyl-[[(2R)-1-[4-chloro-1-(p-tolylsulfonyl)indazol-3-yl]-4,4-difluoro-pyrrolidin-2-yl]methoxy]silane S-((5-methylbenzo[d]oxazol-2-yl)methyl)thioacetate CC=1C=CC2=C(N=C(O2)CS=C(C)O)C1.C(C)(C)(C)[Si](OC[C@@H]1N(CC(C1)(F)F)C1=NN(C2=CC=CC(=C12)Cl)S(=O)(=O)C1=CC=C(C=C1)C)(C)C